N-((1-(2-(Difluoromethyl)benzyl)cyclobutyl)methyl)-1-methyl-5-oxo-4,5-dihydro-1H-1,2,4-triazole-3-carboxamide Potassium [K].FC(C1=C(CC2(CCC2)CNC(=O)C2=NN(C(N2)=O)C)C=CC=C1)F